bromine carbon styrene C=CC1=CC=CC=C1.[C].[Br]